NC1=C(N=CC(=N1)N1CCC(CC1)(C)NCC1=CC(=C(C=C1)N1C(NC(CC1)=O)=O)F)C1=C(C(=CC=C1)Cl)Cl 1-(4-(((1-(6-amino-5-(2,3-dichlorophenyl)pyrazin-2-yl)-4-methylpiperidin-4-yl)amino)methyl)-2-fluorophenyl)dihydropyrimidine-2,4(1H,3H)-dione